CN([C@H]1CN(CC1)C1=CC(=C(C=C1[N+](=O)[O-])NC1=NC=C(C(=N1)N1C(C(C2=NC(=CC=C21)C)(C)C)([2H])[2H])C(=O)OC(C)C)OC)C isopropyl (R)-2-((4-(3-(dimethylamino)pyrrolidin-1-yl)-2-methoxy-5-nitrophenyl) amino)-4-(3,3,5-trimethyl-2,3-dihydro-1H-pyrrolo[3,2-b]pyridin-1-yl-2,2-d2)pyrimidine-5-carboxylate